2-((2S)-4-[7-(8-Chloro-1-naphthyl)-2-[[(2S)-1-methyl-5-oxo-pyrrolidin-2-yl]methoxy]-6,8-dihydro-5H-pyrido[3,4-d]pyrimidin-4-yl]-1-(2-fluoroprop-2-enoyl)piperazin-2-yl)acetonitrile ClC=1C=CC=C2C=CC=C(C12)N1CC=2N=C(N=C(C2CC1)N1C[C@@H](N(CC1)C(C(=C)F)=O)CC#N)OC[C@H]1N(C(CC1)=O)C